N1(N=CN=C1)CCCO 3-(1H-1,2,4-triazol-1-yl)propanol